BrCC1=CC=C(C=C1)C[C@H](C(=O)OC(C)(C)C)[C@@H]1CN(CC1)C(=O)OC(C)(C)C (R)-tert-butyl 3-((S)-3-(4-(bromomethyl)phenyl)-1-(tert-butoxy)-1-oxopropan-2-yl)pyrrolidine-1-carboxylate